ClC1=C(C=CC=C1C1=C(C(=NC=C1)C1=CC(=C(C(=C1)OC)CNCCCF)F)Cl)C1=CC=C(C(=N1)OC)CNC[C@H]1CCC(N1)=O (R)-5-((((6-(2-chloro-3-(3-chloro-2-(3-fluoro-4-(((3-fluoropropyl)amino)methyl)-5-methoxyphenyl)pyridin-4-yl)phenyl)-2-methoxypyridin-3-yl)methyl)amino)methyl)pyrrolidin-2-one